tert-butyl N-[2-amino-4-(2-cyclopropylethynyl)phenyl]carbamate NC1=C(C=CC(=C1)C#CC1CC1)NC(OC(C)(C)C)=O